C(C1=CC=CC=C1)NC(N(C1CCC(CC1)NC1=NC=C(C=C1)C#N)C=1C=CC(=C(C1)NC(C=C)=O)N1C[C@@H](N(CC1)C)C)=O N-(5-(3-benzyl-1-((1r,4S)-4-((5-cyanopyridin-2-yl)amino)cyclohexyl)ureido)-2-((S)-3,4-dimethylpiperazin-1-yl)phenyl)acrylamide